allyl 4-((3aS*,6aS*)-6,6-difluorohexahydro-1H-pyrrolo[3,2-c]isoxazol-1-yl)-2-fluoro-2-methylbutanoate FC1(CN[C@H]2[C@@H]1N(OC2)CCC(C(=O)OCC=C)(C)F)F |o1:4,5|